ethyl 3-chloro-2-methylquinoline-6-carboxylate ClC=1C(=NC2=CC=C(C=C2C1)C(=O)OCC)C